2-{[4-({2-[(2,4-dichlorophenoxy)methyl]-1,3-oxazol-5-yl}methyl)piperidin-1-yl]methyl}-1-[(1-ethyl-1H-imidazol-5-yl)methyl]-1H-1,3-benzodiazole-6-carboxylic acid ClC1=C(OCC=2OC(=CN2)CC2CCN(CC2)CC2=NC3=C(N2CC2=CN=CN2CC)C=C(C=C3)C(=O)O)C=CC(=C1)Cl